C(C)(=O)[O-].C(C)(=O)[O-].NCC(=O)OC.[Na+].[Na+].[Na+] trisodium methyl aminoacetate diacetate